7-fluoro-4-(prop-1-en-2-yl)phthalazin-1(2H)-one FC1=CC=C2C(=NNC(C2=C1)=O)C(=C)C